Cl.ClC=1C=C(CCN2CCC(CC2)N)C=C(C1OCC1CC1)Cl 1-(3,5-dichloro-4-(cyclopropyl-methoxy)phenethyl)piperidin-4-amine hydrochloride